(3-(3-chloro-5-(trifluoromethyl)pyridin-2-yl)-2-oxo-2,3-dihydrobenzothiazol-5-yloxy)isovaleric acid ethyl ester C(C)OC(C(C(C)C)OC=1C=CC2=C(N(C(S2)=O)C2=NC=C(C=C2Cl)C(F)(F)F)C1)=O